(R)-5-acetamido-2-methyl-N-(1-(3-(5-(pyrrolidin-1-ylmethyl)thiophen-2-yl)phenyl)ethyl)benzamide C(C)(=O)NC=1C=CC(=C(C(=O)N[C@H](C)C2=CC(=CC=C2)C=2SC(=CC2)CN2CCCC2)C1)C